8-(5-chloro-3-fluoropyridin-2-yl)-N-methyl-6,9-dioxo-5-(4-(trifluoromethyl)-benzyl)-2,5,8-triazaspiro-[3.5]nonane-2-carboxamide ClC=1C=C(C(=NC1)N1CC(N(C2(CN(C2)C(=O)NC)C1=O)CC1=CC=C(C=C1)C(F)(F)F)=O)F